C1(CC1)N1[C@@H](CN(CC1)C1=NC=CC(=N1)C1=CN=C2N1C=C(C=C2)C(F)(F)F)C=2C=NNC2 3-{2-[(R)-4-cyclopropyl-3-(1H-pyrazol-4-yl)-piperazin-1-yl]-pyrimidin-4-yl}-6-trifluoromethyl-imidazo[1,2-a]pyridine